CC1=C(C(=O)NC2=CC(=C(C=C2)C=2CCNCC2)C)C=CC(=C1)C=1CCNCC1 2-methyl-N-(3-methyl-4-(1,2,3,6-tetrahydropyridin-4-yl)phenyl)-4-(1,2,3,6-tetrahydropyridin-4-yl)benzamide